pentylene glycol monoisostearate C(CCCCCCCCCCCCCCC(C)C)(=O)OCCCCCO